C1=C(C=CC2=CC=CC=C12)C=1C=C(C=C2C=3C=C(C(=CC3C3=C(C(=CC=C3C12)OCCCCC)OCCCCC)OCCCCC)OCCCCC)OCCCCC 8-(naphthalene-2-yl)-2,3,6,11,12-penta(pentoxy)Triphenylene